C(#N)[C@H]1N(CSC1)C(CNC(=O)C1=CC=NC2=CC=C(C=C12)C1=CN=C2N1CCCC2)=O (R)-N-(2-(4-cyanothiazolidin-3-yl)-2-oxoethyl)-6-(5,6,7,8-tetrahydroimidazo[1,2-a]pyridin-3-yl)quinoline-4-carboxamide